(2R,3R)-N-((1S,2R)-1-hydroxy-1-phenylpropan-2-yl)-3-methoxy-2-methyl-3-((S)-pyrrolidin-2-yl)propanamide O[C@H]([C@@H](C)NC([C@@H]([C@H]([C@H]1NCCC1)OC)C)=O)C1=CC=CC=C1